NC1=C(C=CC=C1C(C1=CC=C(C=C1)Br)=O)CC(=O)O 2-amino-3-(4-bromobenzoyl)phenylacetic acid